N-((2-methyl-1-(6-(1-methyl-1H-pyrazol-4-yl)pyrazolo[1,5-a]pyrazin-4-yl)piperidin-4-yl)methyl)-5-(1-methylcyclopropyl)-1,2,4-oxadiazole-3-carboxamide CC1N(CCC(C1)CNC(=O)C1=NOC(=N1)C1(CC1)C)C=1C=2N(C=C(N1)C=1C=NN(C1)C)N=CC2